C(C1=CC=CC=C1)N(C1C(C(CCCC1)NC(OC(C)(C)C)=O)O)CC1=CC=CC=C1 tert-butyl (3-(dibenzylamino)-2-hydroxycycloheptyl)carbamate